6-(2-chloro-6-fluoro-4-(7-fluoro-2-methyl-2H-indazol-4-yl)benzyl)-6,7-dihydro-5H-pyrrolo[3,4-b]pyridin-5-one-7,7-d2 ClC1=C(CN2C(C3=NC=CC=C3C2=O)([2H])[2H])C(=CC(=C1)C=1C2=CN(N=C2C(=CC1)F)C)F